methyl 2-(5-(4-(4-cyanophenyl)piperidine-1-carbonyl)-2-methylphenyl)-6,7-dihydro-3H-imidazo[4,5-c]pyridine-5(4H)-carboxylate C(#N)C1=CC=C(C=C1)C1CCN(CC1)C(=O)C=1C=CC(=C(C1)C1=NC2=C(CN(CC2)C(=O)OC)N1)C